amino-2,4-dihydro-5-(1-methylethyl)-3H-1,2,4-triazol-3-one NN1N=C(NC1=O)C(C)C